FC(CCCCCC(=O)OC(C)(C)C)(C1=NC=2C3=CC=CC=C3OC2C(N1)=O)F tert-butyl 7,7-difluoro-7-{6-oxo-8-oxa-3,5-diazatricyclo[7.4.0.02,7]trideca-1(13),2(7),3,9,11-pentaen-4-yl}heptanoate